FC(C(=O)O)(F)F.FC(C(=O)O)(F)F.NC1=CC=C(C(=N1)C)CNC([C@H](C)NC([C@@H](CCC1=CC=CC=C1)NCCCCC)=O)=O (R)-N-((S)-1-(((6-amino-2-methylpyridin-3-yl)methyl)amino)-1-oxopropan-2-yl)-2-(pentylamino)-4-phenylbutyramide di-trifluoroacetate